FC1=C(C(=CC=C1C=1CN(CCC1)CCC(C)C)O)N1CC(NS1(=O)=O)=O 5-(2-fluoro-6-hydroxy-3-(1-isopentyl-1,2,5,6-tetrahydropyridin-3-yl)phenyl)-1,2,5-thiadiazolidin-3-one 1,1-dioxide